C(C)(C)(C)OC(=O)N(CCC(C(=O)OC)O)C([2H])([2H])[2H] methyl 4-((tert-butoxycarbonyl) (methyl-d3) amino)-2-hydroxybutyrate